Tert-Butyl 3-oxo-2,3-dihydro-1H-pyrazole-1-carboxylate O=C1NN(C=C1)C(=O)OC(C)(C)C